6,6'-dinitro-2,2'-biphenyldicarboxylic acid [N+](=O)([O-])C=1C=CC=C(C1C=1C(=CC=CC1[N+](=O)[O-])C(=O)O)C(=O)O